tert-butyl (2R)-6-(benzyloxy)-2-{[(tert-butoxycarbonyl)(cyclopentylmethyl)amino]methyl}-5-[(2-tert-butoxy-2-oxoethyl)amino]-4-fluoro-2,3-dihydro-1H-indole-1-carboxylate C(C1=CC=CC=C1)OC1=C(C(=C2C[C@@H](N(C2=C1)C(=O)OC(C)(C)C)CN(CC1CCCC1)C(=O)OC(C)(C)C)F)NCC(=O)OC(C)(C)C